1-(2-methylthiazol-5-yl)-6-oxo-pyridazine-3-carboxamide CC=1SC(=CN1)N1N=C(C=CC1=O)C(=O)N